benzyl N-[3-(2-amino-6-bromo-3,5-difluoro-anilino)-2-hydroxy-propyl]carbamate NC1=C(NCC(CNC(OCC2=CC=CC=C2)=O)O)C(=C(C=C1F)F)Br